N-(3-chloro-1-(pyridin-3-yl)-1H-pyrazol-4-yl)-2-(methylsulfinyl)acetamide ClC1=NN(C=C1NC(CS(=O)C)=O)C=1C=NC=CC1